[N+](=O)([O-])C/C(=C(/C(=O)[O-])\C1=CC=CC=C1)/[N+](=O)[O-] dinitrophenyl-crotonate